[N].[Cr].[C] carbon chromium nitrogen